C[C@H](C=C)C1CCC2C3C(CC4CC(CCC4(C3CCC12C)C)O)CC(=O)[O-] 17-((R)-but-3-en-2-yl)-3-hydroxy-10,13-dimethylhexadecahydro-1H-cyclopenta[a]phenanthren-7-ylacetate